2-(3-methyl-isoxazol-5-yl)acetamide CC1=NOC(=C1)CC(=O)N